C(C)(C)(C)OC(NC=1N=NN(C1)CC=1N=C2N(C=C(C=C2)C2CC2)C1)=O tert-butyl(1-((6-cyclopropylimidazo[1,2-a]pyridin-2-yl)methyl)-1H-1,2,3-triazol-4-yl)carbamate